NC1=NC=CC(=C1)C=1OC=C(N1)C(=O)NC=1C(=CC2=C(CC(O2)(C)C)C1)N1CCN(CC1)C(N)=O 2-(2-Aminopyridin-4-yl)-N-(6-(4-carbamoylpiperazin-1-yl)-2,2-dimethyl-2,3-dihydrobenzofuran-5-yl)oxazole-4-carboxamide